C(C)OCOC1=C(C=CC(=C1F)F)OB(O)O (2-(ethoxymethoxy)-3,4-difluorophenyl)boric acid